4-amino-7-fluoro-N-((1S,2R)-2-methoxy-5-(trifluoromethyl)-2,3-dihydro-1H-inden-1-yl)-N-methylimidazo[1,5-a]quinoxaline-8-carboxamide NC=1C=2N(C3=CC(=C(C=C3N1)F)C(=O)N(C)[C@@H]1[C@@H](CC3=CC(=CC=C13)C(F)(F)F)OC)C=NC2